NC[C@H]1N(CCC1)C(=O)OC(C)(C)C tert-butyl (2s)-2-(aminomethyl)pyrrolidine-1-carboxylate